NC1(C(O)(O[C@@H]([C@H]([C@@H]1O)O)CO)C(C)=O)N amino-acetyl-glucosamine